N-[3-(p-tert-butylphenylsulphonyloxy)phenyl]-N'-[4-(p-tert-butylphenylsulphonyloxy)phenyl]urea C(C)(C)(C)C1=CC=C(C=C1)S(=O)(=O)OC=1C=C(C=CC1)NC(=O)NC1=CC=C(C=C1)OS(=O)(=O)C1=CC=C(C=C1)C(C)(C)C